ethyl 3-(2-chloro-4-nitro-phenyl)-3-oxo-propionate ClC1=C(C=CC(=C1)[N+](=O)[O-])C(CC(=O)OCC)=O